FC=1C(=NC=CC1CC=1C(OC2=CC(=CC=C2C1C)OC1=NC=CC=C1F)=O)CO 3-[[3-fluoro-2-(hydroxymethyl)-4-pyridyl]methyl]-7-[(3-fluoro-2-pyridyl)oxy]-4-methyl-chromen-2-one